CC1(CC1)NS(=O)(=O)C=1C=C(C=2N(C1)C(=NC2)C=2SC(=NN2)C(F)(F)F)N2CCNCC2 N-(1-methylcyclopropyl)-8-(piperazin-1-yl)-3-(5-(trifluoromethyl)-1,3,4-thiadiazol-2-yl)imidazo[1,5-a]pyridin-6-sulfonamide